5-(5-Cyclopropyl-3-(3-(3,6-dichloro-1H-pyrazolo[3,4-d]pyrimidin-1-yl)-2-fluoro-propoxy)-4-nitro-1H-pyrazol-1-yl)-2,4-dimethyloxazole C1(CC1)C1=C(C(=NN1C1=C(N=C(O1)C)C)OCC(CN1N=C(C=2C1=NC(=NC2)Cl)Cl)F)[N+](=O)[O-]